(S)-(-)-indoline N1CCC2=CC=CC=C12